FC(CCCC1=C(C=CC(=C1)OC)S(=O)(=O)N)(CCC)F (4,4-difluoroheptyl)-4-methoxybenzenesulfonamide